2-fluoro-3-methylphenylboronic acid FC1=C(C=CC=C1C)B(O)O